1,9-Nonandiol diacrylate C(C=C)(=O)OCCCCCCCCCOC(C=C)=O